[In].OC=1C=CC=C2C=CC=NC12.OC=1C=CC=C2C=CC=NC12.OC=1C=CC=C2C=CC=NC12 tris-(8-hydroxyquinoline) indium